COC1=CC=C(C=C1)C1=CC(=C(N1C)C)C(C(C)NNC(NCC)=S)NNC(NCC)=S 2,2'-(1-(5-(4-methoxyphenyl)-1,2-dimethyl-1H-pyrrol-3-yl)propane-1,2-diyl)bis(N-ethylhydrazine-1-thiocarboxamide)